4-(5-chloropyridin-3-yl)-N-(2-(2-(cyclopropanesulfonylamino)thiazol-4-yl)propan-2-yl)-2-fluorobenzamide ClC=1C=C(C=NC1)C1=CC(=C(C(=O)NC(C)(C)C=2N=C(SC2)NS(=O)(=O)C2CC2)C=C1)F